N-((1R,2R)-2-methylcyclopentyl)-2-(pyridin-4-yl)pyrido[3,4-d]pyrimidin-4-amine C[C@H]1[C@@H](CCC1)NC=1C2=C(N=C(N1)C1=CC=NC=C1)C=NC=C2